1-(4-{7-cyclopropyl-5-[(1R)-1-methyl-1,2,3,4-tetrahydroisoquinoline-2-carbonyl]pyrazolo[1,5-a]pyrimidin-2-yl}-3-fluorophenyl)-2-methylpyrrolidine-3-carboxamide C1(CC1)C1=CC(=NC=2N1N=C(C2)C2=C(C=C(C=C2)N2C(C(CC2)C(=O)N)C)F)C(=O)N2[C@@H](C1=CC=CC=C1CC2)C